BrC=1C(=C(OCCN2CCN(CC2)CC(=O)OC)C=CC1)C(F)(F)F methyl 2-(4-(2-(3-bromo-2-(trifluoromethyl)phenoxy)ethyl)piperazin-1-yl)acetate